N1(N=CC=C1)C=1C=CC(=NC1)N1C(N(C2=C(C1=O)C(=C(S2)C2=CC=C(C=C2)NC(=O)NCC)CN(C)C)CC2=C(C=CC=C2F)F)=O 1-(4-(3-(5-(1H-pyrazol-1-yl)pyrid-2-yl)-1-(2,6-difluorobenzyl)-5-((dimethyl-amino)methyl)-2,4-dioxo-1,2,3,4-tetrahydrothieno[2,3-d]pyrimidin-6-yl)phenyl)-3-ethylurea